methyl 1-((1,4-dioxan-2-yl)methyl)-1H-indazole-3-carboxylate O1C(COCC1)CN1N=C(C2=CC=CC=C12)C(=O)OC